[4-[5-(4-chlorophenyl)-1-[2-(trifluoromethyl)phenyl]pyrrol-2-yl]phenyl]-(4-methylpiperazin-1-yl)methanone hydrochloride Cl.ClC1=CC=C(C=C1)C1=CC=C(N1C1=C(C=CC=C1)C(F)(F)F)C1=CC=C(C=C1)C(=O)N1CCN(CC1)C